[Si](C)(C)(C(C)(C)C)OC1=CC=C2C=CCNC2=C1 7-((tert-butyldimethylsilyl)oxy)-1,2-dihydroquinoline